C(C)N1C2=CC=CC=C2C=2C=C(C=CC12)CNCCCNC(=O)C=1N=C2N(N=C(C=C2)Cl)C1 N-(3-((9-ethyl-9H-carbazol-3-yl)methylamino)propyl)-6-chloro-imidazo[1,2-b]pyridazine-2-carboxamide